bisphenol A bistolyl-phosphate C1(=C(C=CC=C1)OP(=O)(OC1=C(C=CC=C1)C)O)C.OC1=CC=C(C=C1)C(C)(C)C1=CC=C(C=C1)O